FC(OC=1C=CC2=C(N(CN(C2=O)C=2C(=NC(=CC2)OC)C)C2=C(C=C(C=C2)F)C)N1)F 7-(difluoromethoxy)-1-(4-fluoro-2-methylphenyl)-3-(6-methoxy-2-methylpyridin-3-yl)-2,3-dihydropyrido[2,3-d]pyrimidin-4(1H)-one